C1(=CC=CC2=CC=CC=C12)CC12C(N(C3=CC=CC=C13)CC1=CC=CC3=CC=CC=C13)N(CC2)C(=O)C2=C(C=CC=C2)F (3a,8-bis(naphthalen-1-ylmethyl)-3,3a,8,8a-tetrahydropyrrolo[2,3-b]indol-1(2H)-yl)(2-fluorophenyl)methanone